4-methylhexanoic acid CC(CCC(=O)O)CC